O=C1CC2(CCN(CC2)C(=O)OC(C)(C)C)OC2=CC=CC=C12 tert-butyl 4-oxospiro[chromane-2,4'-piperidine]-1'-carboxylate